BrC1=C(C(=CC2=C1C1C(O2)(C(=C1)O[Si](CC)(CC)CC)C1=CC=CC=C1)F)Cl ((7-Bromo-6-chloro-5-fluoro-2a-phenyl-2a,7b-dihydrocyclobuta[b]benzofuran-2-yl)oxy)triethylsilane